FC1=C(C=C(C(=C1)F)F)C1=C(C=CC=C1)NC(=O)C=1C(=NN(C1)C)C N-(2',4',5'-trifluorobiphenyl-2-yl)-1,3-dimethylpyrazol-4-ylcarboxamide